C(C)(=O)N1CCC(CC1)CS(=O)(=O)C=1C=C(C(=CC1)C1=C(C=C(C=C1)F)F)C#N 4-(((1-Acetylpiperidin-4-yl)methyl)sulfonyl)-2',4'-difluoro-[1,1'-biphenyl]-2-carbonitrile